C(C)N(C(C1=C(C=CC(=C1)F)OC1=C(N=CN=N1)N1CC2(CN(C2)[C@H](C(C)C)C[C@H](CN(C)CC)O)CC1)=O)C(C)C N-ethyl-2-((5-(2-((3S,5R)-6-(ethyl-(methyl)amino)-5-hydroxy-2-methylhexan-3-yl)-2,6-diazaspiro[3.4]oct-6-yl)-1,2,4-triazin-6-yl)oxy)-5-fluoro-N-isopropylbenzamide